distearoyl adipate C(CCCCC(=O)OC(CCCCCCCCCCCCCCCCC)=O)(=O)OC(CCCCCCCCCCCCCCCCC)=O